COC(C(F)(F)F)C(F)(F)F 1,1,1,3,3,3-hexafluoroisopropyl methyl ether